(2R)-2-(6-{5-chloro-2-[(oxacyclohex-4-yl)amino]pyrimidin-4-yl}-1-oxo-2,3-dihydro-1H-isoindol-2-yl)-N-[(1S)-2-hydroxy-1-(3-methoxyphenyl)ethyl]butanamide ClC=1C(=NC(=NC1)NC1CCOCC1)C1=CC=C2CN(C(C2=C1)=O)[C@@H](C(=O)N[C@H](CO)C1=CC(=CC=C1)OC)CC